2-((6,6-dimethyl-4-(2-(6-(trifluoromethyl)imidazo[1,2-a]pyridin-3-yl)pyrimidin-4-yl)morpholin-2-yl)methoxy)-N,N-dimethylacetamide CC1(OC(CN(C1)C1=NC(=NC=C1)C1=CN=C2N1C=C(C=C2)C(F)(F)F)COCC(=O)N(C)C)C